({(3S)-3-[3-(Dimethylamino)propanamido]-4-methoxy-4-oxobutyl}sulfanyl)(2-13C)acetic acid CN(CCC(=O)N[C@@H](CCS[13CH2]C(=O)O)C(=O)OC)C